FC=1C=C(C(=O)OC)C=C(C1CN1C(NC=2C=NC=3N=C(C=CC3C21)OC)=O)F methyl 3,5-difluoro-4-((7-methoxy-2-oxo-2,3-dihydro-1H-imidazo[4,5-c][1,8]naphthyridin-1-yl)methyl)benzoate